FC=1C=C2C(=C(NC2=C(C1)F)C1=C(C(=C(C(=C1[2H])[2H])F)[2H])[2H])CCC(=O)O 3-(5,7-difluoro-2-(4-fluorophenyl-2,3,5,6-d4)-1H-indol-3-yl)propionic acid